N-{5-[3-(3,3-difluorocyclohexyl)-1,2,4-oxadiazol-5-yl]-4,5,6,7-tetrahydro[1,3]thiazolo[5,4-c]pyridin-2-yl}-N'-[(2R)-1-hydroxypropan-2-yl]urea FC1(CC(CCC1)C1=NOC(=N1)N1CC2=C(CC1)N=C(S2)NC(=O)N[C@@H](CO)C)F